7-(5-(4-(trifluoromethyl)phenyl)pyridin-2-yl)-2-thia-7-azaspiro[4.4]non-3-ene 2,2-dioxide FC(C1=CC=C(C=C1)C=1C=CC(=NC1)N1CC2(C=CS(C2)(=O)=O)CC1)(F)F